3-bromo-7-iododibenzo[b,d]thiophene BrC=1C=CC2=C(SC3=C2C=CC(=C3)I)C1